N1=CSC=2C(NC=3C=CC=CC3C21)=O thiazolo[5,4-c]quinolin-4(5H)-one